tert-Butyl ((1-(3-(7-(1-benzylpiperidin-3-yl)-2-methylpyrazolo[1,5-a]pyrimidin-3-yl)phenyl)-1H-1,2,3-triazol-4-yl)methyl)(methyl)carbamate C(C1=CC=CC=C1)N1CC(CCC1)C1=CC=NC=2N1N=C(C2C=2C=C(C=CC2)N2N=NC(=C2)CN(C(OC(C)(C)C)=O)C)C